(S)-3-(4-((4-(((3S,5S)-3,5-DIMETHYLMORPHOLINO)METHYL)BENZYL)OXY)-1-OXOISOINDOLIN-2-YL)PIPERIDINE-2,6-DIONE HYDROCHLORIDE Cl.C[C@H]1COC[C@@H](N1CC1=CC=C(COC2=C3CN(C(C3=CC=C2)=O)[C@@H]2C(NC(CC2)=O)=O)C=C1)C